1-[{3,4-difluoro-2-(2-fluoro-4-iodophenylamino)phenyl}carbonyl]-3-[(2S)-piperidin-2-yl]azetidin-3-ol FC=1C(=C(C=CC1F)C(=O)N1CC(C1)(O)[C@H]1NCCCC1)NC1=C(C=C(C=C1)I)F